(2S,4a'R,7'R,8'S,8a'R)-2',2'-dimethyl-8'-(4-(3,4,5-trifluorophenyl)-1H-1,2,3-triazol-1-yl)hexahydro-3H,4'H-spiro[furan-2,6'-pyrano[3,2-d][1,3]dioxin]-7'-yl 3-methoxybenzoate COC=1C=C(C(=O)O[C@@H]2[C@H]([C@H]3OC(OC[C@H]3O[C@]23OCCC3)(C)C)N3N=NC(=C3)C3=CC(=C(C(=C3)F)F)F)C=CC1